4-(2-amino-1,3-thiazol-5-yl)-2-prop-2-yloxybenzonitrile NC=1SC(=CN1)C1=CC(=C(C#N)C=C1)OC(C)C